2-(5-(2-carbamoylpyridin-4-yl)-2,3-dihydro-1H-inden-4-yl)acetic acid TFA salt OC(=O)C(F)(F)F.C(N)(=O)C1=NC=CC(=C1)C=1C(=C2CCCC2=CC1)CC(=O)O